C(C)N(C1=CC(=CC(=C1)C)C)CCCS(=O)(=O)O N-ethyl-N-sulfopropyl-3,5-dimethylaniline